(2R,3R,4R,5R,6S)-5-((3-chloro-1,2,4-thiadiazol-5-yl)amino)-2-(hydroxymethyl)-6-methyltetrahydro-2H-pyran-3,4-diol ClC1=NSC(=N1)N[C@@H]1[C@H]([C@H]([C@H](O[C@H]1C)CO)O)O